NC=1C2=C(N=C(N1)C)C=CC(=N2)C=2C=C(C=CC2)C#C[C@@]2(C(N([C@H]1C[C@@H]21)C)=O)O (1S,4S,5R)-4-((3-(4-amino-2-methylpyrido[3,2-d]pyrimidin-6-yl)phenyl)ethynyl)-4-hydroxy-2-methyl-2-azabicyclo[3.1.0]hexan-3-one